methyl 5-(4-((benzylcarbamoyl)(trans-4-((5-cyanopyridin-2-yl)amino)cyclohexyl) amino)phenyl)-2-furoate C(C1=CC=CC=C1)NC(=O)N(C1=CC=C(C=C1)C1=CC=C(O1)C(=O)OC)[C@@H]1CC[C@H](CC1)NC1=NC=C(C=C1)C#N